Pentyl-4-((2-(1-(N-(2-(dinonylamino)ethyl)-N-nonylglycyl)piperidin-3-yl)ethyl)(nonyl)amino)butanoate C(CCCC)OC(CCCN(CCCCCCCCC)CCC1CN(CCC1)C(CN(CCCCCCCCC)CCN(CCCCCCCCC)CCCCCCCCC)=O)=O